4-(4-cyclopropylsulfonyl-3-methyl-phenyl)-3-(difluoromethoxy)-5-methylsulfonyl-1H-indazole C1(CC1)S(=O)(=O)C1=C(C=C(C=C1)C1=C2C(=NNC2=CC=C1S(=O)(=O)C)OC(F)F)C